[Si](C1=CC=CC=C1)(C1=CC=CC=C1)(C(C)(C)C)O[C@@H]1C[C@H](N(C1)C)COC=1N=C(C2=C(N1)C(=C(N=C2)Cl)F)N2CCCCC2 2-(((2s,4r)-4-((tert-butyldiphenylsilyl)oxy)-1-methylpyrrolidin-2-yl)methoxy)-7-chloro-8-fluoro-4-(piperidin-1-yl)pyrido[4,3-d]Pyrimidine